N1(C=NC=C1)C=1N=C(C2=C(N1)C=CS2)C(=O)NC2CCC(CC2)OCCOC 2-(1H-Imidazol-1-yl)-N-((1r,4r)-4-(2-methoxyethoxy)cyclohexyl)thieno[3,2-d]pyrimidine-4-carboxamide